FC1=CC=C(C=C1)C=1C=C2C(=C(C(N(C2=NC1)CCN1CCOCC1)=O)C(=O)NC1(CCC(CC1)C)C(=O)O)O (1s,4s)-1-(6-(4-fluorophenyl)-4-hydroxy-1-(2-morpholinoethyl)-2-oxo-1,2-dihydro-1,8-naphthyridine-3-carboxamido)-4-methylcyclohexane-1-carboxylic acid